Cl.C1(=CC=CC=C1)NC(C=C1CCNCC1)=O N-phenyl-2-(piperidin-4-ylidene)acetamide hydrochloride salt